7-({4-[3-methoxy-3-(trifluoromethyl)azetidin-1-yl]-2-methylphenyl}amino)-2,4-dihydro-1,4-benzoxazin-3-one COC1(CN(C1)C1=CC(=C(C=C1)NC1=CC2=C(NC(CO2)=O)C=C1)C)C(F)(F)F